C(=O)(OC(C)(C)C)N(C(C(=O)[O-])C(CCC(C)(C)C)=O)C(=O)OC(C)(C)C 2-[bis(Boc) amino]-5-tert-butyloxopentanoate